trans-[4-[(5-chloro-2-methylpyridin-4-yl)methyl]cyclohexyl]-[(3S)-3-pyrazin-2-yl-1,2-oxazolidin-2-yl]methanone ClC=1C(=CC(=NC1)C)C[C@@H]1CC[C@H](CC1)C(=O)N1OCC[C@H]1C1=NC=CN=C1